[Si](C)(C)(C(C)(C)C)OCCOC1=C(C=C2C(=CC=NC2=C1)OC1=C(C=C(C=C1F)NC(=O)C=1C(=NC=CC1OC1CC1)F)F)OC N-{4-[(7-{2-[(tert-butyldimethylsilyl)oxy]ethoxy}-6-methoxyquinolin-4-yl)oxy]-3,5-difluorophenyl}-4-cyclopropoxy-2-fluoropyridine-3-carboxamide